N=1C=NN2C1C=C(C=C2)OC2=C(C=C(C=C2)C2=NC1=CC=C(C(=C1C(=N2)N)F)Br)C (4-([1,2,4]triazolo[1,5-a]pyridin-7-yloxy)-3-methylphenyl)-6-bromo-5-fluoroquinazolin-4-amine